C(OC([C@]1(CCC=2N(C1)N=C(C2C2=C1C(=NC(=C2)C)NN=C1)C1=NC=C(C=C1)F)F)([2H])[2H])([2H])([2H])[2H] (R)-4-[6-[(Methoxy-d3)methyl-d2]-6-fluoro-2-(5-fluoro-2-pyridyl)-5,7-dihydro-4H-pyrazolo[1,5-a]pyridin-3-yl]-6-methyl-1H-pyrazolo[3,4-b]pyridine